ClC=1C=C(C=C(C1)Cl)N1CC(CC1=O)(C(=O)NCC1=CC(=NC=C1)OC)C 1-(3,5-dichlorophenyl)-N-[(2-methoxypyridin-4-yl)methyl]-3-methyl-5-oxopyrrolidine-3-carboxamid